4-[3-chloro-5-[[1-[(4-fluorophenyl)carbamoyl]cyclopropanecarbonyl]amino]pyridin-2-yl]oxy-7-methoxyquinoline-6-carboxylic acid ClC=1C(=NC=C(C1)NC(=O)C1(CC1)C(NC1=CC=C(C=C1)F)=O)OC1=CC=NC2=CC(=C(C=C12)C(=O)O)OC